C(C#C)[C@H](N)C(=O)O 2-Propargyl-L-glycine